C(CCC)OC(=O)N1CCN(C2=CC=CC=C12)CC1=CC=CC=C1 butyl-4-benzyl-3,4-dihydroquinoxaline-1(2H)-carboxylate